(R or S)-6-(3-((4-chlorophenyl)amino)-1,1,1-trifluoro-3-oxopropan-2-yl)-2-azaspiro[3.3]heptane-2-carboxylic acid isopropyl ester C(C)(C)OC(=O)N1CC2(C1)CC(C2)[C@@H](C(F)(F)F)C(=O)NC2=CC=C(C=C2)Cl |o1:13|